2-(2,4-bis(trifluoromethyl)phenyl)-N-(4-fluorophenyl)-N-((5-(5-(1-methylpyrrolidin-3-yl)pyridin-2-yl)-1,3,4-oxadiazol-2-yl)methyl)acetamide FC(C1=C(C=CC(=C1)C(F)(F)F)CC(=O)N(CC=1OC(=NN1)C1=NC=C(C=C1)C1CN(CC1)C)C1=CC=C(C=C1)F)(F)F